ClC1=CC2=C(N(C(=N2)OC)CCNC(C)=O)C=C1OC N-(2-(5-chloro-2,6-dimethoxy-1H-benzoimidazol-1-yl)ethyl)acetamide